C1(CCC1)C(=C)C1=CC=C(C=C1)[Si](C)(C)OCC (4-(1-cyclobutylvinyl)phenyl)(ethoxy)dimethylsilane